(-)-alpha-methyl-histamine CC(N)CC1=CNC=N1